ClC=1C=CC(=C(C1)C1=CC(=NC=C1C(=O)NC=1SC=2C(=NC=C(N2)N2C(CC(CC2)C#N)=O)N1)C)OC 4-(5-chloro-2-methoxyphenyl)-N-(6-(4-cyano-2-oxopiperidin-1-yl)thiazolo[4,5-b]pyrazin-2-yl)-6-methylnicotinamide